(3S,4S)-3-fluoro-4-(methylamino)piperidine-1-carboxylic acid tert-butyl ester C(C)(C)(C)OC(=O)N1C[C@@H]([C@H](CC1)NC)F